N-(2-(3,3-difluoropyrrolidin-1-yl)-4-(2-fluoro-phenyl)pyridin-3-yl)-oxazole-5-carboxamide FC1(CN(CC1)C1=NC=CC(=C1NC(=O)C1=CN=CO1)C1=C(C=CC=C1)F)F